C(C1=CC=CC=C1)(=O)C1=CC=C(C=C1)C=1C=C(N)C=CC1 3-(4-Benzoylphenyl)aniline